(2,6-dioxopiperidin-3-yl)-5-(piperazin-1-yl)isoindole-1,3-dione formate salt C(=O)O.O=C1NC(CCC1C1=C2C(NC(C2=CC=C1N1CCNCC1)=O)=O)=O